[CH2-]C dicarbanid